diglycolic acid copper salt [Cu+2].C(COCC(=O)[O-])(=O)[O-]